FC(OC1=CC=C2C3(CC=4C(=NOC4C2=C1)N)CC3)F 8'-(difluoromethoxy)-4'H-spiro[cyclopropane-1,5'-naphtho[2,1-d]isoxazol]-3'-amine